tri(methylphenyl) phosphate P(=O)(OC1=C(C=CC=C1)C)(OC1=C(C=CC=C1)C)OC1=C(C=CC=C1)C